(R)-2-((4-((2-acetamidopyridin-4-yl)oxy)-3-chlorophenyl)amino)-N-(4-fluoro-2-(pyrrolidin-3-yloxy)phenyl)nicotinamide C(C)(=O)NC1=NC=CC(=C1)OC1=C(C=C(C=C1)NC1=C(C(=O)NC2=C(C=C(C=C2)F)O[C@H]2CNCC2)C=CC=N1)Cl